(3S)-3-{[(2S,4R)-1-[(tert-butoxy)carbonyl]-4-hydroxypyrrolidin-2-yl]formamido}-3-[4-(4-methyl-1,3-thiazol-5-yl)phenyl]propanoic acid methyl ester COC(C[C@@H](C1=CC=C(C=C1)C1=C(N=CS1)C)NC(=O)[C@H]1N(C[C@@H](C1)O)C(=O)OC(C)(C)C)=O